[1,4]diazepine-7-carboxylic acid N1C=CN=CC=C1C(=O)O